P(=O)(OC1=CC=C(C=C1)[N+](=O)[O-])(Cl)Cl mono(4-nitrophenyl) dichlorophosphate